ClC1=C(C(=CC=C1)C)NC(=O)C1=CN=C(S1)NC1=NC(=NC(=C1)N1CCN(CC1)CCCNC(COC1=CC=C(C=C1)C1C(NC(CC1)=O)=O)=O)C N-(2-Chloro-6-Methylphenyl)-2-((6-(4-(3-(2-(4-(2,6-Dioxopiperidin-3-Yl)Phenoxy)Acetamido)Propyl)Piperazin-1-Yl)-2-Methylpyrimidin-4-Yl)Amino)Thiazole-5-Carboxamide